OC1(CN(C1)C=1SC2=C(N1)C=C(C=C2)NC(=O)C=2C=CC1=C(CCO1)C2)C 2,3-dihydro-benzofuran-5-carboxylic acid [2-(3-hydroxy-3-methyl-azetidin-1-yl)-benzothiazol-5-yl]-amide